(2R)-2-(4-fluorophenyl)-2-hydroxy-1-[5-(pyridine-2-sulfonyl)-1H,2H,3H,4H,5H,6H-pyrrolo[3,4-c]pyrrol-2-yl]ethan-1-one FC1=CC=C(C=C1)[C@H](C(=O)N1CC=2CN(CC2C1)S(=O)(=O)C1=NC=CC=C1)O